diisopropyl-1-ethyl-amine C(C)(C)N(CC)C(C)C